1-benzyl 2-oxopiperidine-1,3-dicarboxylate O=C1N(CCCC1C(=O)[O-])C(=O)OCC1=CC=CC=C1